C(#N)C=1C(=CC(=NC1)NC1=C(C=C(C=C1)N1CCN(CC1)C)C(=O)OC(C)(C)C)NC1CCCCC1 tert-butyl (2-((5-cyano-4-(cyclohexylamino) pyridin-2-yl) amino)-5-(4-methylpiperazin-1-yl) phenyl)carboxylate